C(=CCCCCCCCCCC)C1C(=O)OC(C1)=O Dodecenyl-Succinic anhydride